4-(4-((9-chloro-7-fluoro-[1,2,4]triazolo[4,3-a]quinazolin-5-yl)(2,2-difluoroethyl)amino)pyridin-2-yl)-2-methylbut-3-yn-2-ol ClC=1C=C(C=C2C(=NC=3N(C12)C=NN3)N(C3=CC(=NC=C3)C#CC(C)(O)C)CC(F)F)F